1-methyl-indole-3-carboxylic acid methyl ester COC(=O)C1=CN(C2=CC=CC=C12)C